OC1=C(C=CC=C1)C=1C=C2N3CCN(C[C@@H]3CNC2=NN1)C1=NC=C(C=N1)C1=CC=C(C=C1)C1CCC(CC1)C(=O)OCC ethyl 4-[4-[2-[(10S)-4-(2-hydroxyphenyl)-1,5,6,8,12-pentazatricyclo[8.4.0.02,7]tetradeca-2,4,6-trien-12-yl]pyrimidin-5-yl]phenyl]cyclohexanecarboxylate